Cl.ClC=1C=C2C(=NC1C1=CC(=CC=C1)Cl)CCC2 chloro-2-(3-chlorophenyl)-6,7-dihydro-5H-cyclopenta[b]pyridine hydrochloride